tert-butyl 2'-(2-chloropyrimidin-4-yl)-4'-oxo-1',4',5',6'-tetrahydrospiro[piperidine-3,7'-pyrrolo[3,2-c]pyridine]-1-carboxylate ClC1=NC=CC(=N1)C1=CC=2C(NCC3(C2N1)CN(CCC3)C(=O)OC(C)(C)C)=O